7-chloro-3-(2-chloro-5-fluoropyrimidin-4-yl)imidazo[1,2-a]Pyridine ClC1=CC=2N(C=C1)C(=CN2)C2=NC(=NC=C2F)Cl